C1(CC1)[C@@H](\C=C\S(=O)(=O)C)NC(=O)C=1C(=NC(=NC1)NC)OC1=CC=CC=C1 (S,E)-N-(1-cyclopropyl-3-(methylsulfonyl)allyl)-2-(methylamino)-4-phenoxypyrimidine-5-carboxamide